7-(2-{[4-(2-methoxy-2-oxoethyl)phenyl]amino}-5H,6H,7H,8H-pyrido[3,4-d]pyrimidin-7-yl)-8-methyl-1H,2H,3H-pyrido[2,3-b][1,4]oxazine-1-carboxylate COC(CC1=CC=C(C=C1)NC=1N=CC2=C(N1)CN(CC2)C2=C(C1=C(OCCN1C(=O)[O-])N=C2)C)=O